NC1=NC=2C(=CC=CC2C=2N1C=C(N2)C(=O)N2CC1(CC(OC1=O)(C)C)CCC2)OC 7-(5-amino-7-methoxyimidazo[1,2-c]quinazoline-2-carbonyl)-3,3-dimethyl-2-oxa-7-azaspiro[4.5]decan-1-one